BrC=1C=C(C=CC1O)/C=C/C(=O)C1=CC=C(C=C1)S(=O)(=O)N(C)C 4-[(E)-3-(3-Bromo-4-hydroxyphenyl)prop-2-enoyl]-N,N-dimethylbenzenesulfonamide